FC=1C2=C(C(=NC1NC=1C=C(C=CC1)NC(C=C)=O)NC1=CC=C(C=C1)OCCOC)C(NC2(C)C)=O N-(3-(7-fluoro-4-(4-(2-methoxyethoxy)phenylamino)-1,1-dimethyl-3-oxo-2,3-dihydro-1H-pyrrolo[3,4-c]pyridin-6-ylamino)phenyl)acrylamide